5-(2-{2-[4-(propan-2-yloxy)naphthalene-1-sulfonamido]phenyl}ethynyl)pyridine-2-carboxylic acid CC(C)OC1=CC=C(C2=CC=CC=C12)S(=O)(=O)NC1=C(C=CC=C1)C#CC=1C=CC(=NC1)C(=O)O